N-(5-Chloropyridin-2-yl)-4-hydroxy-3-{2-[4-(trifluoromethoxy)phenyl]-6-oxa-2,9-diazaspiro[4.5]decan-9-yl}butanamide ClC=1C=CC(=NC1)NC(CC(CO)N1CCOC2(CCN(C2)C2=CC=C(C=C2)OC(F)(F)F)C1)=O